C(N)(OC1(CN(CCC1)C(C)(C)C)C(=O)N1CCCCC1)=O {3-[(piperidin-1-yl) carbonyl]Tert-butyl piperidin-3-yl} carbamate